4-fluoro-1-methyl-6-(4,4,5,5-tetramethyl-1,3,2-dioxaborolan-2-yl)-1H-indole FC1=C2C=CN(C2=CC(=C1)B1OC(C(O1)(C)C)(C)C)C